8-bromo-6-(2,6-dichlorophenyl)-2-[[1-(1-methyl-4-piperidyl)pyrazol-4-yl]amino]pyrido[4,3-d]pyrimidin-5-one BrC1=CN(C(C2=C1N=C(N=C2)NC=2C=NN(C2)C2CCN(CC2)C)=O)C2=C(C=CC=C2Cl)Cl